5-chloro-N-((2S)-4-(cyclopropylamino)-3-hydroxy-1-((3S,5R)-5-methyl-2-oxopyrrolidin-3-yl)-4-oxobutan-2-yl)-2-(3-(trifluoromethyl)bicyclo[1.1.1]pentane-1-carboxamido)nicotinamide ClC=1C=NC(=C(C(=O)N[C@@H](C[C@H]2C(N[C@@H](C2)C)=O)C(C(=O)NC2CC2)O)C1)NC(=O)C12CC(C1)(C2)C(F)(F)F